C(C1=CC=CC=C1)OC(=O)NC(=N)C1=CC=C(CNC([C@H](C)NC(=O)[C@@H]2N(C[C@@H](C2)C2=CC(=CC=C2)C(N)=O)C(=O)OC(C)(C)C)=O)C=C1 tert-butyl (2R,4S)-2-(((S)-1-((4-(N-((benzyloxy)carbonyl)carbamimidoyl)benzyl)amino)-1-oxopropan-2-yl)carbamoyl)-4-(3-carbamoylphenyl)pyrrolidine-1-carboxylate